(E)-1-(4-((4-((2-fluoro-4-((1-(5-fluoro-6-methylpyridin-3-yl)-1H-pyrazol-3-yl)oxy)phenyl)amino)-7-methoxyquinazolin-6-yl)amino)piperidin-1-yl)but-2-en-1-one FC1=C(C=CC(=C1)OC1=NN(C=C1)C=1C=NC(=C(C1)F)C)NC1=NC=NC2=CC(=C(C=C12)NC1CCN(CC1)C(\C=C\C)=O)OC